4,4'-Diaminodiphenylamine sulfate salt C1=CC(=CC=C1N)NC2=CC=C(C=C2)N.OS(=O)(=O)O